2-(5,6-difluoro-4-methyl-2-oxo-1H-quinolin-3-yl)propanoic acid FC1=C2C(=C(C(NC2=CC=C1F)=O)C(C(=O)O)C)C